NC1=NC=C2N(C(N(C2=N1)[C@@H]1O[C@@H](C[C@H]1O)CO)=O)CC1(CC1)C#N 1-((2-Amino-9-((2R,3R,5S)-3-hydroxy-5-(hydroxymethyl)tetrahydrofuran-2-yl)-8-oxo-8,9-dihydro-7H-purin-7-yl)methyl)cyclopropan-1-carbonitril